CC(CC(=O)NC1=CC=C(C=C1)NCC1=CC=C(C=C1)OC(F)(F)F)(C)C 3,3-dimethyl-N-(4-((4-(trifluoromethoxy)benzyl)amino)phenyl)butanamide